C(C)OC(C1=C(C=C(C=C1)NC1(CCC1)C(=O)OCC)F)=O 4-(1-ethoxycarbonyl-cyclobutylamino)-2-fluoro-benzoic acid ethyl ester